N(N)C1=NC2=CC=CC=C2N=C1 2-hydrazinylquinoxaline